BrCC1=C(C(=NN1C1CC2(CN(C2)C(=O)OC(C)(C)C)C1)C=1C=NC=CC1)I tert-butyl 6-(5-(bromomethyl)-4-iodo-3-(pyridin-3-yl)-1H-pyrazol-1-yl)-2-azaspiro[3.3]Heptane-2-carboxylate